CNC.CNC.CNC.CNC.[Zr] zirconium tetrakis(dimethylamine)